3-(tributoxysilyl)propyl-di-n-decylmethyl-ammonium chloride [Cl-].C(CCC)O[Si](CCC[N+](C)(CCCCCCCCCC)CCCCCCCCCC)(OCCCC)OCCCC